C(C)(C)(C)C1=CC=C(C=C1)C#CC1=C(C=CC=C1)[N+](=O)[O-] 2-((4-tert-butylphenyl)ethynyl)-nitrobenzene